tris(diethylamino)ammonium C(C)N(CC)[NH+](N(CC)CC)N(CC)CC